FC1=C(C(=CC=C1)OC)C1=NC=CC(=N1)C(=O)NC=1C(=C2C=CNC2=CC1)N1[C@@H]2CN([C@H](C1)C2)C(=O)OC(C)(C)C tert-butyl (1S,4S)-5-(5-(2-(2-fluoro-6-methoxyphenyl)pyrimidine-4-carboxamido)-1H-indol-4-yl)-2,5-diazabicyclo[2.2.1]heptane-2-carboxylate